1-[2-(5-{[(5-chlorothiophen-2-yl)methyl]amino}-1-(4-methylfuran-3-carbonyl)-1H-pyrazol-3-yl)-3-(trifluoromethyl)azetidin-1-yl]-2,2-dimethylpropan-1-one ClC1=CC=C(S1)CNC1=CC(=NN1C(=O)C1=COC=C1C)C1N(CC1C(F)(F)F)C(C(C)(C)C)=O